Cl.N1(CCNCC1)C=1C=C(C=CC1)N1C(NC(CC1)=O)=O 1-(3-(piperazin-1-yl)phenyl)dihydropyrimidine-2,4(1H,3H)-dione hydrochloride